3-(8-amino-2-((2-(difluoromethoxy)-6-fluorophenyl)(hydroxy)methyl)-5-(pyrimidin-4-yl)-[1,2,4]triazolo[1,5-a]pyrazin-6-yl)benzonitrile NC=1C=2N(C(=C(N1)C=1C=C(C#N)C=CC1)C1=NC=NC=C1)N=C(N2)C(O)C2=C(C=CC=C2F)OC(F)F